1-((2-((tert.Butyldimethylsilyl)oxy)-2-methylpropyl)amino)-4-(2-fluorophenyl)-6-(trifluoromethyl)-3H-pyrido[1,2-c]Pyrimidine-3-one C(C)(C)(C)[Si](OC(CNC1=NC(C(=C2N1C=CC(=C2)C(F)(F)F)C2=C(C=CC=C2)F)=O)(C)C)(C)C